3-chloro-5-(2,6-dimethoxyphenyl)-6-(6-ethoxypyridin-2-yl)-5H-pyrrolo[2,3-b]pyrazine ClC1=CN=C2C(=N1)N(C(=C2)C2=NC(=CC=C2)OCC)C2=C(C=CC=C2OC)OC